BrC=1C(=NC(=NC1)NC=1C=NN(C1C)C1CCN(CC1)C1CCN(CC1)C)NC1=C(C=C(C=C1)F)C(C)(C)O 2-(2-((5-Bromo-2-((5-methyl-1-(1'-methyl-[1,4'-bipiperidin]-4-yl)-1H-pyrazole-4-yl)amino)pyrimidin-4-yl)amino)-5-fluorophenyl)propan-2-ol